N=1C(C=C2C=CC=CC12)=O INDOL-2-ONE